5-(3-bromophenyl)-1,3-dihydro-2H-benzofuro-[3,2-e]-1,4-diazepin-2-one BrC=1C=C(C=CC1)C=1C2=C(NC(CN1)=O)C1=C(O2)C=CC=C1